(1-benzyl-4-(pyrazin-2-yl)piperidin-4-yl)methylamine C(C1=CC=CC=C1)N1CCC(CC1)(C1=NC=CN=C1)CN